[N+](=O)([O-])C=1N=CN(C1)C1=CC=C(C=C1)C=1C=NNC1 4-(4-(4-nitro-1H-imidazol-1-yl)phenyl)-1H-pyrazole